FC1=CC=C2C(=C(C=NC2=C1C1=C(C(=CC(=C1)F)F)F)C(=O)O)C1CC(C1)=O 7-fluoro-4-(3-oxocyclobutyl)-8-(2,3,5-trifluorophenyl)quinoline-3-carboxylic acid